2-(4-(4-(3-(5-(((1-acetylpiperidin-4-yl)amino)methyl)-6-methoxypyridin-2-yl)-2-chlorophenyl)-3-chloropyridin-2-yl)-2-(difluoromethoxy)benzyl)-2,6-diazaspiro[3.4]octan-7-one C(C)(=O)N1CCC(CC1)NCC=1C=CC(=NC1OC)C=1C(=C(C=CC1)C1=C(C(=NC=C1)C1=CC(=C(CN2CC3(C2)CNC(C3)=O)C=C1)OC(F)F)Cl)Cl